di(p-methoxy-m-methylphenyl)methylene(cyclopentadienyl)(3,6-ditert-butylfluorenyl)zirconium dichloride [Cl-].[Cl-].COC1=C(C=C(C=C1)C(=[Zr+2](C1=CC(=CC=2C3=CC(=CC=C3CC12)C(C)(C)C)C(C)(C)C)C1C=CC=C1)C1=CC(=C(C=C1)OC)C)C